4-(chloromethyl)-2,2-dimethyl-1,3-dioxolane ClCC1OC(OC1)(C)C